C(=O)N1CCCC1 1-formylpyrrolidine